1-(4-(2,4-difluorophenoxy)-2-methyl-5-(6-methyl-7-oxo-6,7-dihydro-1H-pyrrolo[2,3-c]pyridin-4-yl)phenyl)pyrrolidine-2,5-dione FC1=C(OC2=CC(=C(C=C2C=2C3=C(C(N(C2)C)=O)NC=C3)N3C(CCC3=O)=O)C)C=CC(=C1)F